CC=1C=C2C3=C(C=C(C(=C3)C)O)C3(CC3)OC2=CC1O 2,9-Dimethylspiro[benzo[c]chromene-6,1'-cyclopropane]-3,8-diol